N1CCC(CC1)NC(=O)C1=NC=CC=N1 N-(piperidin-4-yl)pyrimidine-2-carboxamide